[Br-].BrCCCCCC[N+](CC)(CC)CC 6-bromohexyl-triethyl-ammonium bromide